BrC1=CC=C(CN2C(N(SC2=O)CC)=O)C=C1 4-(4-Bromobenzyl)-2-ethyl-1,2,4-thiadiazolidine-3,5-dione